6-(3-(diphenylphosphanyl)propyl)-4,7-dimethyl-1,3-dihydro-2H-indene-2,2-dicarboxylic acid dimethyl ester COC(=O)C1(CC2=C(C(=CC(=C2C1)C)CCCP(C1=CC=CC=C1)C1=CC=CC=C1)C)C(=O)OC